8-(2,2-dimethylpropyl)-2-{[(1S)-1-(4-{[4-(2-methylacryloyl)piperazin-1-yl]methyl}phenyl)ethyl]amino}pyrido[2,3-d]pyrimidin-7(8H)-one CC(CN1C(C=CC2=C1N=C(N=C2)N[C@@H](C)C2=CC=C(C=C2)CN2CCN(CC2)C(C(=C)C)=O)=O)(C)C